(R)-5-(2-(3-Amino-6-methylthieno[2,3-b]pyridin-2-carboxamido)ethyl)-2,3-dihydro-1H-inden NC1=C(SC2=NC(=CC=C21)C)C(=O)NCCC=2C=C1CCCC1=CC2